C1(=CC(=CC=C1)C1=NC(=CC(=N1)C1=C(C=CC(=C1)Br)Cl)C1=CC=CC=C1)C1=CC=CC=C1 2-([1,1'-biphenyl]-3-yl)-4-(5-bromo-2-chlorophenyl)-6-phenylpyrimidine